C1(CC1)C=1N=C(C2=C(N1)NC=C2)C=2C(=NN(C2)C)C2=NC=C(C=C2)F 2-Cyclopropyl-4-[3-(5-fluoro-2-pyridyl)-1-methyl-pyrazol-4-yl]-7H-pyrrolo[2,3-d]pyrimidine